C1(CC1)C=1C=C(C(=NC1)C(=O)N([C@@H]1CNCCC1)CC(C)C)NC1COC1 (S)-5-cyclopropyl-N-isobutyl-3-(oxetan-3-ylamino)-N-(piperidin-3-yl)pyridinecarboxamide